BrC=1C=2OCC(N3C=CC(C(=CC1F)C32)=O)C 6-bromo-7-fluoro-2-methyl-4-oxa-1-azatricyclo[7.3.1.05,13]tridecane-5(13),6,8,11-tetraen-10-one